FC1=CC=2N(C=C1NC(=O)N1CCC=3C1=NC=CC3N3CC(C3)N(C(OC(C)(C)C)=O)C)C=C(N2)C tert-butyl (1-(1-((7-fluoro-2-methylimidazo[1,2-a]pyridin-6-yl)carbamoyl)-2,3-dihydro-1H-pyrrolo[2,3-b]pyridin-4-yl)azetidin-3-yl)(methyl)carbamate